trimethylspiro[bicyclo[3.1.1]heptane-3,4'-cyclohex-2-ene] CC=1C(CCC2(C1)CC1CC(C2)C1)(C)C